C(C)(C)OC=1C=CC(=NC1)C1=NSC(=N1)NC1=NC=C(C=C1C(F)(F)F)C(C)C 3-(5-isopropoxy-2-pyridyl)-N-[5-isopropyl-3-(trifluoromethyl)-2-pyridyl]-1,2,4-thiadiazol-5-amine